N[C@H](C(=O)NC[C@H]1[C@](C[C@@H](CC1)CCB(O)O)(C(=O)O)NC)C (1R,2S,5R)-2-(((S)-2-aminopropanamido)methyl)-5-(2-boronoethyl)-1-(methylamino)cyclohexane-1-carboxylic acid